ClC1=C(C=CC(=C1)F)C1(CC1)C1=NOC(=N1)C1=NNC(=C1)C 3-(1-(2-chloro-4-fluorophenyl)cyclopropyl)-5-(5-methyl-1H-pyrazol-3-yl)-1,2,4-oxadiazole